N-(6-(4-(Aminomethyl)-2H-1,2,3-triazol-2-yl)-5-chloropyridin-3-yl)-1-(chinolin-5-yl)-5-(trifluoromethyl)-1H-pyrazol-4-carboxamid NCC1=NN(N=C1)C1=C(C=C(C=N1)NC(=O)C=1C=NN(C1C(F)(F)F)C1=C2C=CC=NC2=CC=C1)Cl